ethyl 2-bromo-1-(2,2-diethoxyethyl)-1H-imidazole-5-carboxylate BrC=1N(C(=CN1)C(=O)OCC)CC(OCC)OCC